(1-hydroxynaphthalen-2-yl-hydrazinylidene)-7-nitro-3-oxo-naphthalene-1-sulphonate OC1=C(C=CC2=CC=CC=C12)NN=C1C(=C2C=C(C=CC2=CC1=O)[N+](=O)[O-])S(=O)(=O)[O-]